1-(5-bromo-2-methylphenyl)cyclopropane-1-carbonitrile BrC=1C=CC(=C(C1)C1(CC1)C#N)C